C1(=CC=CC=C1)C1=C(C(=C(C(=C1C1=CC=CC=C1)N1C=2C=CC(CC2C=2C=C(C=CC12)N1C2=CC=C(C=C2C=2C=C(C=CC12)C1=CC=CC=C1)C1=CC=CC=C1)(N1C2=CC=CC=C2C=2C=C(C=CC12)C1=CC=CC=C1)C1=CC=CC=C1)C1=CC=CC=C1)C1=CC=CC=C1)C#N 4',5'-diphenyl-6'-(3,3'',6,6'-tetraphenyl-9'H-[9,3':6',9''-tercarbazol]-9'-yl)-[1,1':2',1''-terphenyl]-3'-carbonitrile